(3H3)phosphine P([3H])([3H])[3H]